C1=CC(=CC(=C1)Cl)C2=C(C(=C(C(=C2Cl)Cl)Cl)Cl)Cl 4-(4-chlorophenoxy)acetophenone